4-Methyl-4'-((4-methylpiperazin-1-yl)methyl)-[1,1'-biphenyl]-3-amine CC1=C(C=C(C=C1)C1=CC=C(C=C1)CN1CCN(CC1)C)N